C(C)C1CCOC=2C=CC=C(C12)O 4-Ethyl-3,4-dihydro-2H-chromen-5-ol